(S)-2-Amino-7-(pyrrolidin-3-yl)imidazo[5,1-f][1,2,4]triazin-4(3H)-one NC1=NN2C(C(N1)=O)=CN=C2[C@@H]2CNCC2